(S)-1-(naphthalen-2-yl)ethane C1=C(C=CC2=CC=CC=C12)CC